5-(((trans-3-(3-cyclopropyl-4-(6-((tetrahydro-2H-pyran-4-yl)amino)pyridin-2-yl)-1H-pyrazol-1-yl)cyclobutyl)methyl)amino)-2-(2,6-dioxopiperidin-3-yl)isoindoline-1,3-dione C1(CC1)C1=NN(C=C1C1=NC(=CC=C1)NC1CCOCC1)[C@@H]1C[C@H](C1)CNC=1C=C2C(N(C(C2=CC1)=O)C1C(NC(CC1)=O)=O)=O